(2-Amino-5-methoxyphenyl)dimethylphosphine oxide NC1=C(C=C(C=C1)OC)P(C)(C)=O